N-(1-(azetidin-3-ylmethyl)piperidin-4-yl)-2-(4-methoxyphenyl)-6-(4-(4-methylpiperazin-1-yl)phenyl)pyridin-4-amine N1CC(C1)CN1CCC(CC1)NC1=CC(=NC(=C1)C1=CC=C(C=C1)N1CCN(CC1)C)C1=CC=C(C=C1)OC